5-chloro-3-[1-(6-{4-[(1-{5-[(3R)-2,6-dioxopiperidin-yl]piperidin-4-yl}methyl)piperazin-1-yl]pyridin-3-yl}-3-(pyridin-4-yl)-1H-pyrazol-4-yl)-2-fluorophenyl]pyrrolidine-1-sulfonamide ClC1CC(CN1S(=O)(=O)N)C1(C(C=CC=C1)F)C=1C(=NNC1)C1=CC=NC(=C1)C=1C=NC=CC1N1C(CNCC1)CC1CCNCC1N1C(CCCC1=O)=O